(6S)-6-[2-Chloro-3-(3-chloro-phenyl)phenyl]-2-imino-6-methyl-3-[(2S*,4S*)-2-methylpiperidin-4-yl]hexahydropyrimidin-4-one hydrochloride Cl.ClC1=C(C=CC=C1C1=CC(=CC=C1)Cl)[C@@]1(CC(N(C(N1)=N)[C@@H]1C[C@@H](NCC1)C)=O)C |o1:22,24|